2-(difluoromethoxy)-N-((5-(2-methoxyphenyl)-1H-1,2,4-triazol-3-yl)sulfonyl)benzamide Methyl-thiophene-2-carboxylate COC(=O)C=1SC=CC1.FC(OC1=C(C(=O)NS(=O)(=O)C2=NNC(=N2)C2=C(C=CC=C2)OC)C=CC=C1)F